FC(C(C=1N=CN(C1)COCC[Si](C)(C)C)NC1=C(C(=O)N)C=CC(=N1)C(F)(F)F)F 2-((2,2-Difluoro-1-(1-((2-(trimethylsilyl)ethoxy)methyl)-1H-imidazol-4-yl)ethyl)amino)-6-(trifluoromethyl)nicotinamide